tert-Butyl-{3-[(4-aminobenzoyl) {(1R)-1-[1-benzyl-4-(2,5-difluorophenyl)-1H-imidazol-2-yl]-2,2-dimethylpropyl}amino]propyl}carbamat C(C)(C)(C)OC(NCCCN([C@H](C(C)(C)C)C=1N(C=C(N1)C1=C(C=CC(=C1)F)F)CC1=CC=CC=C1)C(C1=CC=C(C=C1)N)=O)=O